N=C(NC(NC1=C(C=C(C=N1)N(C(OC(C)(C)C)=O)C)C)=S)C1=NC=C(C=C1)OC(C)C tert-butyl (6-(3-(imino(5-isopropoxypyridin-2-yl)methyl) thioureido)-5-methylpyridin-3-yl)(methyl)carbamate